((((S)-oxetan-2-yl) methyl) amino) picolinate N1=C(C=CC=C1)C(=O)ONC[C@H]1OCC1